C(C1=CC=CC=C1)N1CC(CCC1)C1=CC=NC=2N1N=C(C2)C2=CC=C(C=C2)OCC 7-(1-Benzylpiperidin-3-yl)-2-(4-ethoxyphenyl)pyrazolo[1,5-a]pyrimidine